(S)-N-(3-chloro-4-fluorophenyl)-N-(3-((R)-3-(dimethylamino)pyrrolidin-1-yl)propyl)-1-(6-methyl-4-(trifluoromethyl)pyridin-2-yl)pyrrolidine-2-carboxamide ClC=1C=C(C=CC1F)N(C(=O)[C@H]1N(CCC1)C1=NC(=CC(=C1)C(F)(F)F)C)CCCN1C[C@@H](CC1)N(C)C